C(#N)C=1C=C(C=CC1F)N1C(=NOC1=O)C=1C(=NON1)SCCNC(OC(C)(C)C)=O Tert-butyl (2-((4-(4-(3-cyano-4-fluorophenyl)-5-oxo-4,5-dihydro-1,2,4-oxadiazol-3-yl)-1,2,5-oxadiazol-3-yl)thio)ethyl)carbamate